C(C)(CCCCCC)S sec-octanethiol